3,3,5,7,7-pentamethyl-1,2,4-trioxepane fluoride [F-].CC1(OOC(CC(O1)C)(C)C)C